(1-{(S)-2-[(S)-3-Neopentyl-2-oxo-1-piperazinyl]-4,4-dimethylvaleryl}-4-piperidyl)acetamide C(C(C)(C)C)[C@H]1C(N(CCN1)[C@H](C(=O)N1CCC(CC1)CC(=O)N)CC(C)(C)C)=O